Chlorophorone ClCC(C)=CC(C=C(C)C)=O